trans-tris-p-coumaroyl-spermidine C(\C=C\C1=CC=C(C=C1)O)(=O)C(N(C(\C=C\C1=CC=C(C=C1)O)=O)C(\C=C\C1=CC=C(C=C1)O)=O)CCCNCCCN